O1CCC2=C1C=CC(=C2)CCC(=O)Cl 3-(2,3-dihydrobenzofuran-5-yl)propionyl chloride